3-((5-chloropyrido[2,3-d]pyridazin-8-yl)amino)azetidine-1-carboxylic acid tert-butyl ester C(C)(C)(C)OC(=O)N1CC(C1)NC=1N=NC(=C2C1N=CC=C2)Cl